9,10-difluoro-6,11-dihydrobenzo[e]thieno[3',2':5,6]benzo[1,2-b]thiepin-6-ol FC1=C(C2=C(C(C3=C(SC2)C2=C(C=C3)C=CS2)O)C=C1)F